N-((2R,3R,4R,5S,6S)-6-((7H-purin-6-yl)amino)-4,5-dihydroxy-2-(hydroxymethyl)tetrahydro-2H-pyran-3-yl)-2-((R)-pyrrolidin-2-yl)acetamide N1=CN=C2N=CNC2=C1N[C@@H]1[C@H]([C@@H]([C@H]([C@@H](O1)CO)NC(C[C@@H]1NCCC1)=O)O)O